FC1=C(C=CC(=C1)C1=CC=C(C=C1)CCC)C1=CC(=C(C=C1)N=C=S)C 2'-fluoro-4-isothiocyanato-3-methyl-4''-propyl-1,1':4',1''-terphenyl